C(C)(C)(C)OC(=O)N1CCC(CC1)OC1=NC=2C(CNCC2C=C1)CC 4-((8-ethyl-5,6,7,8-tetrahydro-1,6-naphthyridin-2-yl)oxy)piperidine-1-carboxylic acid tert-butyl ester